4-Cyclopropyl-6-([5-(3-methoxyphenyl)-1,3-oxazol-2-yl]methylsulfanyl)-1,3,5-triazin-2-amin C1(CC1)C1=NC(=NC(=N1)SCC=1OC(=CN1)C1=CC(=CC=C1)OC)N